FC1=C(C=CC(=C1)S(=O)(=O)C)NC=1N=C(C2=C(N1)N(C=C2C2=C1C=CC=NC1=CC=C2)C(C)C)N N2-[2-fluoro-4-(methylsulfonyl)phenyl]-7-isopropyl-5-(5-quinolinyl)-7H-pyrrolo[2,3-d]pyrimidine-2,4-diamine